8-chloro-1-(2,6-dichlorophenyl)-5-(2-hydroxyacetyl)-2-methyl-1,6-naphthyridine ClC=1C=NC(=C2C=CC(N(C12)C1=C(C=CC=C1Cl)Cl)C)C(CO)=O